COC(=O)C1=CN(C(C=C1N)=O)C1CCOCC1 4-amino-6-oxo-1-(tetrahydro-2H-pyran-4-yl)-1,6-dihydropyridine-3-carboxylic acid methyl ester